SC(CC(=O)O)CCCCC 3-mercapto-octanoic acid